C(CCCCC)[Sn](OC(C)(C)C)(OC(C)(C)C)OC(C)(C)C n-hexyltri(t-butoxy)tin